C1(CC1)NC(=O)C1=C(C=C(C=C1C)B(O)O)OC(F)F [4-(cyclopropylcarbamoyl)-3-(difluoromethoxy)-5-methyl-phenyl]boronic acid